1-(3-hydroxypyrrolidin-1-yl)isochinolin OC1CN(CC1)C1=NC=CC2=CC=CC=C12